tert-butyl 4-(6-(((2-(2,6-dioxopiperidin-3-yl)-1-oxoisoindol-5-yl) methyl) carbamoyl) pyridazin-3-yl)-3,6-dihydropyridine-1(2H)-carboxylate O=C1NC(CCC1N1C(C2=CC=C(C=C2C1)CNC(=O)C1=CC=C(N=N1)C=1CCN(CC1)C(=O)OC(C)(C)C)=O)=O